ClCC[C@@H](O)C1=COC=C1 (R)-3-chloro-1-(furan-3-yl)propan-1-ol